N[C@@H]([C@H](O)C)C(=O)O exo-L-threonine